CC=1C=CC(=NC1)C1=CC=C(C=C1)O 4-(5-methylpyridin-2-yl)phenol